di-n-butyltin oxide acetate C(C)(=O)[O-].C(CCC)[Sn+](CCCC)=O